Ethyl 3-{(5aR,6R,7R,8aS)-7-hydroxy-6-[(1E)-3-hydroxy-4-phenoxy-1-buten-1-yl]-5,5a,6,7,8,8a-hexahydro-2H-cyclopenta[b]oxepin-3-yl}benzoate O[C@H]1[C@@H]([C@@H]2[C@@H](OCC(=CC2)C=2C=C(C(=O)OCC)C=CC2)C1)\C=C\C(COC1=CC=CC=C1)O